methyl 2-(bromomethyl)-6-methoxy-3-nitro-benzoate BrCC1=C(C(=O)OC)C(=CC=C1[N+](=O)[O-])OC